2-(6-(((1r,2r)-2-aminocyclopentyl)amino)-4-methylpyridin-2-yl)-4-(2-fluoro-6-methoxyphenyl)-2,3-dihydro-1H-pyrrolo[3,4-c]pyridin-1-one N[C@H]1[C@@H](CCC1)NC1=CC(=CC(=N1)N1CC=2C(=NC=CC2C1=O)C1=C(C=CC=C1OC)F)C